benzyl (R)-2-(tert-butyl)-4-methylene-5-oxooxazolidine-3-carboxylate C(C)(C)(C)[C@H]1OC(C(N1C(=O)OCC1=CC=CC=C1)=C)=O